FC=1C(=NC=C(C1)F)C1=C(C(=CC(=C1)C)F)C1CC(=NO1)N1C[C@H](C(C1)(F)F)NS(=O)(=O)C N-[(3R)-1-{5-[2-(3,5-Difluoropyridin-2-yl)-6-fluoro-4-methylphenyl]-4,5-dihydro-1,2-oxazol-3-yl}-4,4-difluoropyrrolidin-3-yl]methanesulfonamide